acetyl-trihexyl-2,6-dicarboxylpyridine C(C)(=O)CCCCCCC=1C(=NC(=C(C1CCCCCC)CCCCCC)C(=O)O)C(=O)O